COC1=CC=C(C=C1)C1(CCCCC1)NC(C1=CC(=CC=C1)N1C=NN=C1)=O N-(1-(4-methoxyphenyl)cyclohexyl)-3-(4H-1,2,4-triazol-4-yl)benzamide